2-bromo-4-{6-[(2S)-2-[2-(prop-1-en-2-yl)phenyl]pyrrolidin-1-yl]-2-azaspiro[3.3]heptan-2-yl}benzoate BrC1=C(C(=O)[O-])C=CC(=C1)N1CC2(C1)CC(C2)N2[C@@H](CCC2)C2=C(C=CC=C2)C(=C)C